C(C)N1N=C(C=C1C(=O)NC1=C(C=CC=C1)\C=C\C(=O)NO)C (E)-1-ethyl-N-(2-(3-(hydroxyamino)-3-oxoprop-1-en-1-yl)phenyl)-3-methyl-1H-pyrazole-5-carboxamide